tert-butyl (R)-2-(N-(2,2,2-trifluoro-1-(4-fluorophenyl)ethyl)sulfamoyl)-5H-pyrrolo[2,3-b]pyrazine-5-carboxylate FC([C@@H](C1=CC=C(C=C1)F)NS(=O)(=O)C=1N=C2C(=NC1)N(C=C2)C(=O)OC(C)(C)C)(F)F